4-((8-cyclobutoxy-7-(1H-pyrazol-4-yl)-[1,2,4]triazolo[1,5-c]pyrimidin-2-yl)amino)-3-methyl-N-(2-(piperidin-4-yl)ethyl)benzenesulfonamide C1(CCC1)OC=1C=2N(C=NC1C=1C=NNC1)N=C(N2)NC2=C(C=C(C=C2)S(=O)(=O)NCCC2CCNCC2)C